3-(((2-(((3,5-dichloropyridin-4-yl)methyl)thio)-6,7-dihydro-5H-cyclopenta-[d]pyrimidin-4-yl)oxy)methoxy)-3-oxopropanoic acid ClC=1C=NC=C(C1CSC=1N=C(C2=C(N1)CCC2)OCOC(CC(=O)O)=O)Cl